5-t-butylperbenzoate C(C)(C)(C)C1=CC=CC(=C1)C(=O)O[O-]